C(C)N=S(C(F)(F)F)(=O)C=1C=CC2=C(N=C(O2)C2=NC=C(C=C2S(=O)(=O)CC)C2=NC=CC=N2)C1 Ethylimino-[2-(3-ethylsulfonyl-5-pyrimidin-2-yl-2-pyridyl)-1,3-benzoxazol-5-yl]oxo(trifluoromethyl)-λ6-sulfan